C(C)(=O)O[C@@H]1[C@H](O[C@H]([C@@H]1OC(C)=O)N1N=CC=2C1=NC(=NC2NC2CCCC2)Cl)COC(C)=O (2R,3R,4R,5R)-2-(acetoxymethyl)-5-(6-chloro-4-(cyclopentylamino)-1H-pyrazolo[3,4-d]pyrimidin-1-yl)tetrahydrofuran-3,4-diyl diacetate